(2S,5R)-2-(N-(2-(4-methylpiperidin-4-yl) acetyl) carbamimidoyl)-7-oxo-1,6-diazabicyclo[3.2.1]octan-6-yl hydrogen sulfate S(=O)(=O)(ON1[C@@H]2CC[C@H](N(C1=O)C2)C(NC(CC2(CCNCC2)C)=O)=N)O